ClC1=CC(=C(C(=C1)F)NC=1N(C2=NC(=NC=C2N1)N[C@@H]1[C@@H](COCC1)C)C1CCC(CC1)C(=O)N)F (1R,4s)-4-(8-(4-chloro-2,6-difluorophenylamino)-2-((3S,4S)-3-methyltetrahydro-2H-pyran-4-ylamino)-9H-purin-9-yl)cyclohexanecarboxamide